5-[(1R)-1-(3,5-dichloro-4-pyridyl)ethoxy]-3-(1-tetrahydropyran-4-ylpyrazol-4-yl)-1H-indazole ClC=1C=NC=C(C1[C@@H](C)OC=1C=C2C(=NNC2=CC1)C=1C=NN(C1)C1CCOCC1)Cl